Cl.FC(C1=C(C=NN1)C(=O)O)(F)F 5-(trifluoromethyl)pyrazole-4-carboxylic acid hydrochloride